5-nitro-3-(pyridin-4-yl)-1H-pyrazolo[3,4-b]Pyridin-6-amine [N+](=O)([O-])C=1C=C2C(=NC1N)NN=C2C2=CC=NC=C2